2-butyl-1,1,3,3-tetramethylguanidine C(CCC)N=C(N(C)C)N(C)C